1-(3-(2-Fluorophenyl)prop-2-yn-1-yl)-4-(5-(trifluoromethyl)-1,2,4-oxadiazol-3-yl)pyridin-2(1H)-one FC1=C(C=CC=C1)C#CCN1C(C=C(C=C1)C1=NOC(=N1)C(F)(F)F)=O